C(C)OC=1C=CC2=C(N=C(O2)C2=C3C=C(N=CC3=C(N=C2)NC)NC(=O)C2CC2)C1 N-(5-(5-ethoxybenzo[d]oxazol-2-yl)-8-(methylamino)-2,7-naphthyridin-3-yl)cyclopropanecarboxamide